N-(8-(methylamino)-5-(6-(2-methylmorpholino)pyrazolo[1,5-a]pyridin-2-yl)-2,7-naphthyridin-3-yl)cyclopropanecarboxamide CNC=1N=CC(=C2C=C(N=CC12)NC(=O)C1CC1)C1=NN2C(C=CC(=C2)N2CC(OCC2)C)=C1